ClC=1C=CC(=NC1)SCC(=O)OC methyl 2-[(5-chloropyridin-2-yl)sulfanyl]acetate